(4R)-2-{[1-(1-Hydroxycyclopropane-1-carbonyl)piperidin-4-yl]methyl}-4-methyl-N-{[(2S)-oxolane-2-yl]methyl}-8-(trifluoromethyl)-4,5-dihydro-2H-furo[2,3-g]indazole-7-carboxamide OC1(CC1)C(=O)N1CCC(CC1)CN1N=C2C3=C(C[C@H](C2=C1)C)OC(=C3C(F)(F)F)C(=O)NC[C@H]3OCCC3